(S)-4-(azepan-4-yloxy)-6-(1-methylpyrazol-4-yl)pyrazolo[1,5-a]pyrazine N1CC[C@H](CCC1)OC=1C=2N(C=C(N1)C=1C=NN(C1)C)N=CC2